[Si](C)(C)(C(C)(C)C)OCC(=C)C1=NC(=NC(=C1)C(F)(F)F)Cl 4-(3-((tert-butyl-dimethylsilyl)oxy)prop-1-en-2-yl)-2-chloro-6-(trifluoromethyl)pyrimidine